S(=O)(=O)([O-])[O-].C(CCCCCCCCCCC)C(C(=O)N)O.[Na+].[Na+] Sodium Lauryl-Hydroxy-acetamide Sulfate